[Si](C)(C)(C(C)(C)C)OC[C@@H](C(=O)OC)NC(=O)C=1N=C(SC1)N1C[C@@H](N(CC1)C(=O)OC(C)(C)C)C Tert-butyl (s)-4-(4-(((S)-3-((tert-butyl dimethyl silyl)oxy)-1-methoxy-1-oxopropan-2-yl)carbamoyl)thiazol-2-yl)-2-methylpiperazine-1-carboxylate